methyl-farnesol CCC(=CCCC(=CCCC(=CCO)C)C)C